5-[4-[5-(2-methoxybenzyl)-1H-tetrazol-1-yl]phenyl]-1H-naphtho[1,2-e][1,4]diazepin-2(3H)-one COC1=C(CC2=NN=NN2C2=CC=C(C=C2)C=2C3=C(NC(CN2)=O)C2=CC=CC=C2C=C3)C=CC=C1